O1C=C(C2=C1C=CC=C2)C[C@@H](B2OC(C(O2)(C)C)(C)C)NC(C(=O)NC2=NC=CN=C2)=O N-((1R)-2-(1-benzofuran-3-yl)-1-(tetramethyl-1,3,2-dioxaborolan-2-yl)ethyl)-N'-(Pyrazin-2-yl)oxalamide